hexaanimine dichloride nickel [Ni+2].[Cl-].[Cl-].C(CCCCC)=N